CCCCCC(O)O hexanediol